[N+](=O)([O-])C1=CC=C(C=C1)N=NC1=CC=C(C=C1)O 4-(4-nitrophenylazo)phenol